OC[C@H]1N(C[C@@H](C1)OCCOCCOC1OCCCC1)C(=O)OC(C)(C)C tert-butyl (2S,4R)-2-(hydroxymethyl)-4-(2-(2-((tetrahydro-2H-pyran-2-yl)oxy)ethoxy)ethoxy)pyrrolidine-1-carboxylate